N-(2-fluorophenyl)-1-methyl-2-oxo-3-(phenylthio)pyrrolidine-3-carboxamide FC1=C(C=CC=C1)NC(=O)C1(C(N(CC1)C)=O)SC1=CC=CC=C1